CC=1C(=CC=2N(N1)C(=CN2)C2OC=1C(=NC=CC1)OC2)C2=CC=C(C=C2)N2CCNCC2 (6-methyl-7-(4-(piperazin-1-yl)phenyl)imidazo[1,2-b]pyridazin-3-yl)-2,3-dihydro-[1,4]dioxino[2,3-b]pyridine